1-(5-amino-4-methylpentyl)-2,3-diisopropylguanidine NCC(CCCNC(=NC(C)C)NC(C)C)C